1,2-di(4-bromophenyl)-1,2-diphenylethylene BrC1=CC=C(C=C1)C(=C(C1=CC=CC=C1)C1=CC=C(C=C1)Br)C1=CC=CC=C1